C(C)(C)(C)OC(C(C)(C)OC=1C=C(C=CC1)N1CCCC(C1)C1CCCCC1)=O 1-(3-{[1-(tert-butoxy)-2-methyl-1-oxopropan-2-yl]oxy}phenyl)-5-cyclohexylpiperidine